C([C@@H]1[C@@H]([C@@H]([C@H]([C@@H](O1)OC[C@@H]2[C@@H]([C@@H]([C@H]([C@@H](O2)OC[C@@H]3[C@@H]([C@@H]([C@H]([C@@H](O3)OC[C@H]([C@@H]([C@@H]([C@H](CO)O)O)O)O)O)O)O)O)O)O)O)O)O)O The molecule is a glycoside composed of three beta-D-galactosyl residues and one galactitol unit all joined via (1->6)-linkages. It is a glycoside and a tetrasaccharide. It derives from a galactitol.